N-[4-(difluoromethoxy)-2,5-difluorophenyl]-5-(4-methylthiophen-2-yl)-1H-pyrrole-3-sulfonamide FC(OC1=CC(=C(C=C1F)NS(=O)(=O)C1=CNC(=C1)C=1SC=C(C1)C)F)F